FC1=C(C=CC=C1)N1CCC(CC1)C=1C(=NN(C1)C)C1(CC=C(C=C1)S(=O)(=O)N(C)C)S(=O)(=O)N 1-(4-(1-(2-fluorophenyl)piperidin-4-yl)-1-methyl-1H-pyrazol-3-yl)-N4,N4-dimethylbenzene-1,4-disulfonamide